N-ethyl-2-(4-(2-(4-isopropylphenyl)-6-methoxy-1,2,3,4-tetrahydronaphthalen-1-yl)phenyl)ethan-1-amine C(C)NCCC1=CC=C(C=C1)C1C(CCC2=CC(=CC=C12)OC)C1=CC=C(C=C1)C(C)C